3-Bromo-5-phenylbenzofuran BrC1=COC2=C1C=C(C=C2)C2=CC=CC=C2